3-(3,3-difluorocyclobutyl)-N2-(3,3-difluoro-1-methyl-cyclobutyl)-6-(3-pyridinyl)pyridine-2,3-diamine FC1(CC(C1)C1(C(N=C(C=C1)C=1C=NC=CC1)NC1(CC(C1)(F)F)C)N)F